CC1=C(C(=CC(=C1)C)C)SSC1=C(C=C(C=C1C)C)C (2,4,6-trimethylphenyl) disulfide